C(CC)OCCCCCCCCCCCCCCCCCCCCCCCCCCCCCC n-triacontyl propyl ether